tert-butyl-(4-amino-4-(1-isopropyl-benzo[d]imidazol-2-yl)butyl)carbamate C(C)(C)(C)OC(NCCCC(C1=NC2=C(N1C(C)C)C=CC=C2)N)=O